BrC1=CC(=C(C=C1)O)C=NC1=C(C=C(C=C1)Cl)Cl 4-bromo-2-((2,4-dichlorophenylimino)methyl)phenol